FC(OC1=CC=C(C=C1)C=1C(C(=C2N(C=CC(=N2)OCC(F)(F)F)C1)C1=CC=C(C=C1)OC(F)F)=O)F 7,9-bis[4-(difluoromethoxy)phenyl]-2-(2,2,2-trifluoroethoxy)-8H-pyrido[1,2-a]pyrimidin-8-one